C1OC2(C(C=CC=C2)O1)NC1=C(C=CC=C1)CCO 2-(2-(1,2-methylenedioxyphenylamino)phenyl)ethan-1-ol